ClC1=C(C=CC=C1Cl)C=1OC(=CN1)C(=O)N[C@H](C(N[C@H](C(O)C=1SC=CN1)CCC(F)(F)F)=O)C 2-(2,3-dichlorophenyl)-N-((2S)-1-oxo-1-(((2S)-5,5,5-trifluoro-1-hydroxyl-(thiazol-2-yl)pentan-2-yl)amino)propan-2-yl)oxazole-5-carboxamide